OC1(CN(C1)C)C#CC1=CC2=C(OC[C@@H](C(N2C)=O)NC(=O)C2=NC=CC(=C2)OC2=CC=CC=C2)C=C1 (S)-N-(7-((3-hydroxy-1-methylazetidin-3-yl)ethynyl)-5-methyl-4-oxo-2,3,4,5-tetrahydrobenzo[b][1,4]oxazepin-3-yl)-4-phenoxypyridineamide